4-piperazinyl-benzo[b]thiophene hydrochloride Cl.N1(CCNCC1)C1=CC=CC=2SC=CC21